(3S)-1-(4-bromo-3-{[(oxacyclohex-2-yl)oxy]methyl}benzene-1-sulfonyl)-3-fluoropyrrolidine BrC1=C(C=C(C=C1)S(=O)(=O)N1C[C@H](CC1)F)COC1OCCCC1